CCC(CC)N1C(NC(=CC1=O)N[C@@H](C)C1=CC=CC=C1)=O (S)-3-(pent-3-yl)-6-((1-phenylethyl)amino)pyrimidine-2,4(1h,3h)-dione